C(C1=CC=CC=C1)OC[C@H]1OCC2(CC2)CN(C1)S(=O)(=O)C1=CC=C(C)C=C1 (S)-6-((benzyloxy)methyl)-8-tosyl-5-oxa-8-azaspiro[2.6]nonane